OOC=1C(=C(C(=O)C2=CC=CC=C2)C=CC1)OO dihydroxyoxybenzophenone